N-(4-cyano-2,6-diisopropylphenyl-carbamoyl)-4-(1-hydroxycyclopropyl)furan-2-sulfonamide C(#N)C1=CC(=C(C(=C1)C(C)C)NC(=O)NS(=O)(=O)C=1OC=C(C1)C1(CC1)O)C(C)C